tert-butyl (15-(2-(2,6-dioxopiperidin-3-yl)-1,3-dioxoisoindolin-5-yl)-3,6,9,12-tetraoxapentadecyl)carbamate O=C1NC(CCC1N1C(C2=CC=C(C=C2C1=O)CCCOCCOCCOCCOCCNC(OC(C)(C)C)=O)=O)=O